ClC1=C2C(=NC(=C1)C(F)F)NN=C2C 4-chloro-6-(difluoromethyl)-3-methyl-1H-pyrazolo[3,4-b]Pyridine